CC1=NN2C(N=CC=C2[C@@H]2CN(CCC2)CC=2C=C(C#N)C=CC2)=C1CNCC1CCOCC1 (S)-3-((3-(2-Methyl-3-((((tetrahydro-2H-pyran-4-yl)methyl)amino)methyl)pyrazolo[1,5-a]pyrimidin-7-yl)piperidin-1-yl)methyl)benzonitrile